ClC1=C(C(=CC(=N1)N1CCC(CC1)NC(OC(C)(C)C)=O)C#N)C1=CC(=C(C=C1)OC)F tert-butyl [1-(6-chloro-4-cyano-5-(3-fluoro-4-methoxyphenyl)pyrid-2-yl)piperid-4-yl]carbamate